(2R,3R,4R,5S)-2-methyl-1-(2-((1R,4R)-4-(trifluoromethyl)cyclohexyl)ethyl)piperidine-3,4,5-triol C[C@H]1N(C[C@@H]([C@H]([C@@H]1O)O)O)CCC1CCC(CC1)C(F)(F)F